C(C1=CC=CC=C1)OC(=O)[N@@]1C(C1)(C(=O)O)C (S)-1-((benzyloxy)carbonyl)-2-methylaziridine-2-carboxylic acid